1,5,6,7-tetrahydro-4H-benzo[d][1,2,3]triazol-4-one N1N=NC2=C1CCCC2=O